NC1=CC=C(C=C1)C=1OC2=C(N1)C=C(C=C2)N 2-(4-Amino-Phenyl)-benzoxazol-5-ylamine